N-((S)-(4,4-difluorocyclohexyl)(7-((S)-1-((S)-4-(difluoromethyl)-2-oxoimidazolidin-1-yl)-2-methoxyethyl)imidazo[1,2-b]pyridazin-2-yl)methyl)-4-methyl-1,2,5-oxadiazole-3-carboxamide FC1(CCC(CC1)[C@H](NC(=O)C1=NON=C1C)C=1N=C2N(N=CC(=C2)[C@@H](COC)N2C(N[C@@H](C2)C(F)F)=O)C1)F